5-(1H-imidazol-1-yl)-2-(6-(1-(2,2,6,6-tetramethylpiperidin-4-yl)vinyl)-1,2,4-triazin-3-yl)phenol N1(C=NC=C1)C=1C=CC(=C(C1)O)C=1N=NC(=CN1)C(=C)C1CC(NC(C1)(C)C)(C)C